CC1(C(C2O[SiH2]C(C3CO3)O2)O1)C dimethylsiloxane-diglycidyl ether